6-(1-cyclopropyl-1H-pyrazol-4-yl)-3,6-dihydro-2H-pyran-4-yl trifluoromethanesulfonate FC(S(=O)(=O)OC=1CCOC(C1)C=1C=NN(C1)C1CC1)(F)F